6-(Morpholin-4-yl)-4-{[cis-4-[(5-methoxypyrimidin-2-yl)amino]cyclohexyl]oxy}pyrazolo[1,5-a]pyridine-3-carbonitrile N1(CCOCC1)C=1C=C(C=2N(C1)N=CC2C#N)O[C@@H]2CC[C@@H](CC2)NC2=NC=C(C=N2)OC